imidazo[1,5-a]quinazolin-7-ol C1=NC=C2N1C1=CC=C(C=C1C=N2)O